ethyl-s-triazine isocyanide N#[C-].C(C)C1=NC=NC=N1